[Li+].C(CCCCCCCCCCCCCCCCC)[N+](C)(C)CCCCCCCCCCCCCCCCCC distearyldimethyl-ammonium lithium